BrC=1C(=NN(C1)C=1C=C(C=CC1)NC(C=C)=O)C N-(3-(4-bromo-3-methyl-1H-pyrazol-1-yl)phenyl)acrylamide